NC1=CC=CC(=N1)S(=O)(=O)NC(=O)C=1C(=NC(=CC1)C=1C=NC(=CC1)OC(C)C)N1CC(CCC1)(C)C N-[(6-amino-2-pyridyl)sulfonyl]-2-(3,3-dimethyl-1-piperidyl)-6-(6-isopropoxy-3-pyridyl)pyridine-3-carboxamide